2-(3-((4-(methylamino)-5-(trifluoromethyl)pyrimidin-2-yl)amino)-1H-pyrrolo[2,3-c]pyridin-1-yl)acetonitrile CNC1=NC(=NC=C1C(F)(F)F)NC1=CN(C2=CN=CC=C21)CC#N